FC(C(CF)(F)F)F 1,1,2,2,3-pentafluoropropane